COC1=C2C=CNC2=CC(=C1)OC 4,6-dimethoxyindole